(S)-1-cyano-N-ethyl-N-(4-phenylthiazol-2-yl)pyrrolidine-2-carboxamide C(#N)N1[C@@H](CCC1)C(=O)N(C=1SC=C(N1)C1=CC=CC=C1)CC